(2-(2-cyclopropyl-1H-imidazol-1-yl)ethyl)carbamic acid tert-butyl ester C(C)(C)(C)OC(NCCN1C(=NC=C1)C1CC1)=O